CC(C(=O)OCC)C(C)C ethyl 2,3-dimethylbutyrate